CN(CCC(=O)OC(COCCOC(CCCCCCCC=CCC=CCCCCC)=O)CCCCCCCC\C=C/C\C=C/CCCCC)C 2-(((11Z,14Z)-2-((3-(dimethylamino)propanoyl)oxy)icosa-11,14-dien-1-yl)oxy)ethyloctadeca-9,12-dienoate